C(C)(C)N1N=C(C=C1)C=1C(=C2C=NC(=NN2C1)C1=NC=CC=C1)C 6-(1-isopropyl-1H-pyrazol-3-yl)-5-methyl-2-(pyridin-2-yl)pyrrolo[2,1-f][1,2,4]triazin